CC(C(=O)O)C(C)C1=CC=C(C=C1)CCC 2-methyl-3-(4-propylphenyl)butanoic acid